5-ethyl-oxazolo[4,5-c]pyridine-2,4(3h,5h)-dione C(C)N1C(C2=C(C=C1)OC(N2)=O)=O